N,N-dipropyl-3H-benzo[b]azepin-4-carboxamide C(CC)N(C(=O)C1=CC2=C(N=CC1)C=CC=C2)CCC